C1(=CC=CC=C1)OC(=O)N1C(=C(C2=CC(=CC=C12)Cl)C(=O)C=1NC(=CC1)CC1=CC=CC=C1)O 3-(5-benzyl-1H-pyrrole-2-carbonyl)-5-chloro-2-hydroxy-1H-indole-1-carboxylic acid phenyl ester